CN1C(N(C2=C1C=C(C=C2)C2CCN(CC2)CC2CCNCC2)C2C(NC(CC2)=O)=O)=O 3-{3-methyl-2-oxo-5-[1-(piperidin-4-ylmethyl)piperidin-4-yl]-1,3-benzodiazol-1-yl}piperidine-2,6-dione